5-methoxy-2,2'-bipyridine COC=1C=CC(=NC1)C1=NC=CC=C1